5-bromo-2-(2,8-diazaspiro[4.5]decan-8-yl)benzonitrile BrC=1C=CC(=C(C#N)C1)N1CCC2(CCNC2)CC1